pentaerythritol monomethacrylate C(C(=C)C)(=O)OCC(CO)(CO)CO